OCC(C)(C)OC(CO)(C)C bis(2-hydroxy-1,1-dimethyl ethyl) ether